dimethyl 6,6'-(piperazine-2,6-diyl)dihexanoate N1C(CNCC1CCCCCC(=O)OC)CCCCCC(=O)OC